isoquinolone selenocyanate [Se-]C#N.C1(NC=CC2=CC=CC=C12)=O